FC=1C=C(C=CC1)NC(=O)C1CC(CCC1)NC=1N=NC(=CC1)C1=CC=CC=C1 N-(3-fluorophenyl)-3-((6-phenylpyridazin-3-yl)amino)cyclohexane-1-carboxamide